FC(C1=NN(C=C1C(=O)NC1=C(C=CC=C1)C1=CC=C(C=C1)C(F)(F)F)C)F 3-(difluoromethyl)-1-methyl-N-[4'-(trifluoromethyl)biphenyl-2-yl]-1H-pyrazole-4-carboxamide